ClC=1C(=C2C=NNC2=CC1C)C=1C(=NN(C1C)C1CC2(CN(C2)C(C=C)=O)C1)C1=CC=C(C=C1)CN1S(CCC1)(=O)=O 1-(6-(4-(5-chloro-6-methyl-1H-indazol-4-yl)-3-(4-((1,1-dioxidoisothiazolidin-2-yl)methyl)phenyl)-5-methyl-1H-pyrazol-1-yl)-2-azaspiro[3.3]heptan-2-yl)prop-2-en-1-one